tert-butyl 4-[6-[(1S)-1-methoxyethyl]-5-(4,4,5,5-tetramethyl-1,3,2-dioxaborolan-2-yl) pyridin-3-yl]piperazine-1-carboxylate CO[C@@H](C)C1=C(C=C(C=N1)N1CCN(CC1)C(=O)OC(C)(C)C)B1OC(C(O1)(C)C)(C)C